6-(2,4-dimethyl-1,3-thiazol-5-yl)-2-[[1-[(5-methyl-1,2-oxazol-3-yl)methyl]piperidin-4-yl]methyl]pyridazin-3-one CC=1SC(=C(N1)C)C=1C=CC(N(N1)CC1CCN(CC1)CC1=NOC(=C1)C)=O